ClC=1C=C2C(=CC1Cl)NC([C@]21CN(CC1)C(=O)C1C[C@H]([C@H](C1)O)O)=O (3S)-5,6-dichloro-1'-[(1R,3R,4S)-3,4-dihydroxycyclopentanecarbonyl]-1H-spiro[indole-3,3'-pyrrolidin]-2-one